N-palmitoyl-alanine C(CCCCCCCCCCCCCCC)(=O)N[C@@H](C)C(=O)O